S1C=NC2=C1C=C(C=C2)\C=C\2/N=C(NC2=O)NC2C1CCC(C2)C1 (±)-(4Z)-4-(1,3-Benzothiazol-6-ylmethylene)-2-(norbornan-2-ylamino)-1H-imidazol-5-one